4-(3-chloro-2-fluorophenyl)-7-((5,7-dimethyl-2-oxa-5-azaspiro[3.4]oct-7-yl)ethynyl)quinazoline-4,6-diamine ClC=1C(=C(C=CC1)C1(NC=NC2=CC(=C(C=C12)N)C#CC1(CN(C2(COC2)C1)C)C)N)F